ClC1=CC(=NC=N1)N1CCCC2=CC=CC=C12 1-(6-chloropyrimidin-4-yl)-1,2,3,4-tetrahydroquinoline